SCSC1SCSC(=C1)SCS 4,6-bis(mercaptomethylthio)1,3-dithiine